2-(2-hexyloxyethoxy)ethanol C(CCCCC)OCCOCCO